[6-(3-cyclopropyl-1H-1,2,4-triazol-5-yl)-2-azaspiro[3.3]heptan-2-yl]-[6-[[5-methyl-4-(trifluoromethyl)thiazol-2-yl]methyl]-2,6-diazaspiro[3.3]heptan-2-yl]methanone C1(CC1)C1=NNC(=N1)C1CC2(CN(C2)C(=O)N2CC3(C2)CN(C3)CC=3SC(=C(N3)C(F)(F)F)C)C1